(2R,3R)-7-methoxy-2-phenylchroman-3-ol COC1=CC=C2C[C@H]([C@H](OC2=C1)C1=CC=CC=C1)O